3-acrylamidophenylboronic acid C(C=C)(=O)NC=1C=C(C=CC1)B(O)O